1-[(12aR)-9-(2-chloro-6-hydroxyphenyl)-8-(difluoromethoxy)-10-fluoro-3,4,12,12a-tetrahydro-6H-pyrazino[2,1-c][1,4]benzoxazepin-2(1H)-yl]prop-2-en-1-one ClC1=C(C(=CC=C1)O)C1=C(C2=C(CN3[C@@H](CO2)CN(CC3)C(C=C)=O)C=C1OC(F)F)F